9-(4,5-dihydro-1H-imidazol-2-ylmethoxy)-6-ethyl-pyrido[4,3-b]carbazole N1C(=NCC1)COC1=CC=2C=3C=C4C(=CC3N(C2C=C1)CC)C=CN=C4